4-((1-benzyl-2-phenylpyrrolidin-3-yl)amino)-2-cyclopropylpyrimidine-5-carbonitrile C(C1=CC=CC=C1)N1C(C(CC1)NC1=NC(=NC=C1C#N)C1CC1)C1=CC=CC=C1